4-[7-(1-cyano-1-methyl-ethyl)imidazo[1,2-b]pyridazin-3-yl]-2-(difluoromethoxy)-N-[(1R,2S)-2-fluorocyclopropyl]-6-methoxy-benzamide C(#N)C(C)(C)C1=CC=2N(N=C1)C(=CN2)C2=CC(=C(C(=O)N[C@H]1[C@H](C1)F)C(=C2)OC)OC(F)F